C(C)N[C@H]1CC[C@H](CC1)O cis-4-ethylamino-1-cyclohexanol